1-((2S,3S)-4-Bromo-5-chloro-6-fluoro-3-methyl-2-phenyl-2,3-dihydrobenzofuran-2-yl)-N-methylmethanamine BrC1=C(C(=CC2=C1[C@@H]([C@](O2)(C2=CC=CC=C2)CNC)C)F)Cl